CC1=C(C=NC=C1)C#N 4-methyl-pyridin-3-carbonitril